C(C)OC(CN1N=CC=2CC3(CCN(CC3)C(=O)OC(C)(C)C)C=CC12)=O tert-Butyl 1-(2-ethoxy-2-oxoethyl)-1,4-dihydrospiro[indazole-5,4'-piperidine]-1'-carboxylate